C(C)(C)C1=C(N=C(N1)CCCN1CCN(CC1)C(=O)OC(C)(C)C)C=C1C(NCC(N1)=O)=O (5-isopropyl-1-(3-(4-t-butoxycarbonylpiperazinyl)propylimidazol-4-yl)methylene)piperazine-2,5-dione